4'-bromo-N-(2,5-dimethylphenyl)-5-(trifluoromethyl)-[1,1'-biphenyl]-3-amine BrC1=CC=C(C=C1)C1=CC(=CC(=C1)C(F)(F)F)NC1=C(C=CC(=C1)C)C